NC1=NC(=NC2=C(C(=C(C=C12)OC)OC)F)N1CCN(CC1)C(C[C@@H]1C[C@H]2[C@@H](N1C(=O)OC(C)(C)C)CCC2)=O tert-Butyl (2S,3aS,6aS)-2-(2-(4-(4-amino-8-fluoro-6,7-dimethoxyquinazolin-2-yl)piperazin-1-yl)-2-oxoethyl)hexahydrocyclopenta[b]pyrrole-1(2H)-carboxylate